COC=1C=CC2=C(N(C(=N2)S(=O)CC2=NC=C(C(=C2C)OC)C)C)C1 6-methoxy-2-[[(4-methoxy-3,5-dimethyl-2-pyridinyl)methyl]sulfinyl]-1-methylbenzimidazole